1-isobutyl-2-bromo-4-nitroimidazole C(C(C)C)N1C(=NC(=C1)[N+](=O)[O-])Br